COC(CCCN(C=1C=CC(=C(C(=O)OC(C)(C)C)C1)C)CC1=CC=C(C=C1)OC)=O tert-butyl 5-((4-methoxy-4-oxobutyl)(4-methoxybenzyl)amino)-2-methylbenzoate